6'-hydroxy-[2,3'-bipyridine]-3-carboxamide OC1=CC=C(C=N1)C1=NC=CC=C1C(=O)N